5-cyclohexyloxy-3,4-dichloro-2(5H)-furanone C1(CCCCC1)OC1C(=C(C(O1)=O)Cl)Cl